N1C=NC2=C1C=C(C=C2)N2C(OC[C@@H]2C=2C=CC1=C(OCCO1)C2)=O (S)-3-(1H-benzo[d]imidazol-6-yl)-4-(2,3-dihydrobenzo[b][1,4]dioxin-7-yl)oxazolidin-2-one